C1(CC1)C1=CC(=NC=2N1N=C(C2)C2=C(C=C(C=C2)N2[C@@H]([C@@H](CC2)C(=O)N)C)F)C(=O)N2[C@@H](C1=CC=CC=C1CC2)C (2R,3R)-1-(4-{7-cyclopropyl-5-[(1R)-1-methyl-1,2,3,4-tetrahydroisoquinoline-2-carbonyl]pyrazolo[1,5-a]pyrimidin-2-yl}-3-fluorophenyl)-2-methylpyrrolidine-3-carboxamide